CC(C)(C)S(=O)(=O)NC1=CC(=CC=C1)[N+](=O)[O-] 2-methyl-N-(3-nitrophenyl)propane-2-sulfonamide